BrCC1=CC(=NC2=C(C=CN=C12)OC1CCC1)Cl 4-(bromomethyl)-2-chloro-8-cyclobutoxy-1,5-naphthyridine